4,6-dichloro-5-methyl-pyrimidin-2-amine ClC1=NC(=NC(=C1C)Cl)N